N-cyclopropyl-2-(difluoromethoxy)-4-[7-[2-(dimethylamino)-2-methyl-propoxy]imidazo[1,2-a]pyridin-3-yl]-6-methoxy-benzamide C1(CC1)NC(C1=C(C=C(C=C1OC)C1=CN=C2N1C=CC(=C2)OCC(C)(C)N(C)C)OC(F)F)=O